[3-{[2-(4-chlorophenyl)imidazo[1,2-a]pyrimidin-3-yl]methyl}-3,9-diazabicyclo[4.2.1]non-9-yl](3-fluoro-6-methoxypyridin-2-yl)methanone ClC1=CC=C(C=C1)C=1N=C2N(C=CC=N2)C1CN1CC2CCC(CC1)N2C(=O)C2=NC(=CC=C2F)OC